(R)-4-(3-(6-((1-(Cyclopropylsulfonyl)cyclopropyl)methyl)-1-methyl-7-oxo-4,5,6,7-tetrahydro-1H-pyrazolo[3,4-c]pyridin-3-yl)-4,5-dihydroisoxazol-5-yl)benzonitrile C1(CC1)S(=O)(=O)C1(CC1)CN1C(C2=C(CC1)C(=NN2C)C2=NO[C@H](C2)C2=CC=C(C#N)C=C2)=O